C(C)(C)(C)C1=CC=C(C=C1)C(C=O)(C)C 2-(4-tert-butylphenyl)-2-methylpropionaldehyde